methyl (R)-4-((2-amino-2-methylpropyl)(methyl)amino)-3-benzyl-4-oxobutanoate NC(CN(C([C@@H](CC(=O)OC)CC1=CC=CC=C1)=O)C)(C)C